C(C=C)OC1=C(C=CC=C1)C1=C(C=CC(=C1)C)S(=O)(=O)N (2-(allyloxy)phenyl)-4-methylbenzenesulfonamide